CC1=C(C(=O)OC)C=C(C=C1N(C1CCOCC1)CC)Br methyl 2-methyl-3-[ethyl (tetrahydro-2H-pyran-4-yl) amino]-5-bromobenzoate